6-(2,2,2-trifluoroethyl)-5,6-dihydro-4H-pyrazolo[1,5-d][1,4]diazepin FC(CN1C=CN2C(CC1)=CC=N2)(F)F